ClC1=C(C=C(C=N1)CN1[C@H](CNCC1)C)N1CCC(CC1)F (S)-1-((6-chloro-5-(4-fluoropiperidin-1-yl)pyridin-3-yl)methyl)-2-methylpiperazine